tert-butyl 4-[2-[5-[8-(1,3-dimethyl-2-oxo-benzimidazol-5-yl)-3-isoquinolyl]-2-pyridyl]ethyl]piperidine-1-carboxylate CN1C(N(C2=C1C=CC(=C2)C=2C=CC=C1C=C(N=CC21)C=2C=CC(=NC2)CCC2CCN(CC2)C(=O)OC(C)(C)C)C)=O